2-methoxy-3-chloro-5-fluorophenylboronic acid COC1=C(C=C(C=C1Cl)F)B(O)O